(S)-4-fluoro-2-(8-(piperidin-4-yl)-6,6a,7,8,9,10-hexahydro-5H-pyrazino[1',2':4,5]pyrazino[2,3-c]pyridazin-2-yl)phenol FC1=CC(=C(C=C1)O)C=1C=C2C(=NN1)NC[C@@H]1N2CCN(C1)C1CCNCC1